CC1(CC=CC(C1C(=O)OCC)=C)C ethyl 6,6-dimethyl-2-methylidenecyclohex-3-ene-1-carboxylate